ClCCNC(=O)N[C@H]1[C@@H](CN(CC1)C(=O)OC(C)(C)C)C1=CC(=C(C=C1)Cl)Cl tert-butyl (3R,4R)-4-{[(2-chloroethyl)carbamoyl]amino}-3-(3,4-dichlorophenyl)piperidine-1-carboxylate